2,3,4,5-tetrafluoro-N-(6-fluoro-7-(2-fluoro-6-hydroxyphenyl)-1-(2-isopropyl-4-methylpyridin-3-yl)-2-oxo-1,2-dihydropyrido[2,3-d]pyrimidin-4-yl)-6-(fluoromethoxy)benzenesulfonamide FC1=C(C(=C(C(=C1F)F)F)OCF)S(=O)(=O)NC=1C2=C(N(C(N1)=O)C=1C(=NC=CC1C)C(C)C)N=C(C(=C2)F)C2=C(C=CC=C2O)F